C(C)OC=1C=C(C=CC1)C1=NN(C=2C[C@@H](CCC12)C(=O)NC1(CCS(CC1)(=O)=O)C)C(C)C (R)-3-(3-ethoxyphenyl)-1-isopropyl-N-(4-methyl-1,1-dioxidotetrahydro-2H-thiopyran-4-yl)-4,5,6,7-tetrahydro-1H-indazole-6-carboxamide